(2-methoxy-5-(methyl-d3)-6,6a,7,8,9,10,12,13-octahydro-5H-6,9-methanopyrido[1',2':1,2]azepino[4,5-b]indol-7-yl)methanol formate C(=O)OCC1CC2CN3C1C(C=1N(C4=CC=C(C=C4C1CC3)OC)C([2H])([2H])[2H])C2